ethyl 3-(benzyloxy)-1-((t-butoxycarbonyl) amino)-4-oxo-1,4-dihydropyridine-2-carboxylate C(C1=CC=CC=C1)OC1=C(N(C=CC1=O)NC(=O)OC(C)(C)C)C(=O)OCC